C(C)(C)C1=C(NC2=CC=C(C=C12)OC1CCN(CC1)C(C)C)C=1C(=C(C=2N(C1)C=NN2)C)C 6-(3-Isopropyl-5-((1-isopropylpiperidin-4-yl)oxy)-1H-Indol-2-yl)-7,8-dimethyl-[1,2,4]triazolo[4,3-a]pyridin